C(C)OC(=O)OC=1C(=NC=CC1OC)C(=O)N(C(OCC)=O)[C@H](C(=O)N[C@H](C(C1=CC=C(C=C1)OC)C1=CC=C(C=C1)OCC)C)CC(C)C ethyl (3-((ethoxycarbonyl)oxy)-4-methoxypicolinoyl)((2S)-1-(((2S)-1-(4-ethoxyphenyl)-1-(4-methoxyphenyl)propan-2-yl)amino)-4-methyl-1-oxopentan-2-yl)carbamate